Cl.C[C@@H]1C[C@@H](CN1)COC1=NC=C(N=C1)S(=O)(=O)C 2-(((3S,5R)-5-methylpyrrolidin-3-yl)methoxy)-5-(methylsulfonyl)pyrazine HCL salt